ClC1=CC(=C(C(=O)C2CC(N(CC2)C(=O)OC(C)(C)C)C)C=C1Cl)OCC=C tert-Butyl 4-[4,5-dichloro-2-(prop-2-en-1-yloxy)benzoyl]-2-methylpiperidine-1-carboxylate